Morpholine Ricinoleate C(CCCCCCC\C=C/C[C@H](O)CCCCCC)(=O)O.N1CCOCC1